3-formyl-1-methyl-1H-pyrazole-4-carboxylic acid ethyl ester C(C)OC(=O)C=1C(=NN(C1)C)C=O